COC=1C(=CC(=C(C(=O)O)C1)[N+](=O)[O-])NC(C(F)(F)F)=O 5-methoxy-2-nitro-4-[(trifluoroacetyl)amino]benzoic acid